C(C=C)(=O)N1C[C@@H]2COC3=C(C(N2CC1)=O)C(=NC(=C3Cl)C3=CC=CC=C3)N3C(C[C@H](C3)N(C)C)(C)C (R)-8-acryloyl-4-chloro-1-((R)-4-(dimethylamino)-2,2-dimethylpyrrolidin-1-yl)-3-(phenyl)-6,6a,7,8,9,10-hexahydro-12H-pyrazino[2,1-c]pyrido[3,4-f][1,4]oxazepin-12-one